C(#N)C1=C(C=CC=C1)C1=CC=C(C=C1)CNC(=O)NC=1N=C(SC1)C#C 1-((2'-Cyano-[1,1'-biphenyl]-4-yl)methyl)-3-(2-ethynyl-thiazol-4-yl)urea